2-(2-Hydroxyethoxy)phenol OCCOC1=C(C=CC=C1)O